4-({[1-(Furan-2-carbonyl)-4-methoxy-3-[2-methyl-1-(morpholin-4-carbonyl)pyrrolidin-3-yl]-1H-pyrazol-5-yl]oxy}methyl)benzol O1C(=CC=C1)C(=O)N1N=C(C(=C1OCC1=CC=CC=C1)OC)C1C(N(CC1)C(=O)N1CCOCC1)C